COC1=C(CNC2=NC=NC3=C(C=CC=C23)N2N=CC(=C2)C=2C=C(C=CC2C)NC(C2=CC(=CC=C2)C(F)(F)F)=O)C=CC(=C1)OC N-(3-(1-(4-((2,4-dimethoxybenzyl)amino)quinazolin-8-yl)-1H-pyrazol-4-yl)-4-methylphenyl)-3-(trifluoromethyl)benzamide